ClC1=CC=C(C=C1)C1=CCC(N(N1CC(C(F)F)O)C=1C=NC=CC1)=O 6-(4-chlorophenyl)-N-(3,3-difluoro-2-hydroxypropyl)-3-oxo-2-(pyridin-3-yl)-2,3-dihydropyridazine